(S)-N-(5-(2-(2-aminopyridin-3-yl)-5-(1H-pyrazol-1-yl)-3H-imidazo[4,5-b]pyridin-3-yl)-2,3-dihydro-1H-inden-1-yl)-2-bromoisonicotinamide NC1=NC=CC=C1C1=NC=2C(=NC(=CC2)N2N=CC=C2)N1C=1C=C2CC[C@@H](C2=CC1)NC(C1=CC(=NC=C1)Br)=O